methyl 5-(5-{2-[3-(2-amino-6-bromo-1,3-benzodiazol-1-yl)-3-methylazepan-1-yl] ethoxy}-1-methylpyrazol-4-yl)-1-methyl-6-oxopyridine-3-carboxylate NC1=NC2=C(N1C1(CN(CCCC1)CCOC1=C(C=NN1C)C1=CC(=CN(C1=O)C)C(=O)OC)C)C=C(C=C2)Br